4-(cyclopropyl-carbamoyl)benzenesulfonamide C1(CC1)NC(=O)C1=CC=C(C=C1)S(=O)(=O)N